(4R,5R)-1-benzyl-4-fluoro-5-methylpiperidin-3-one C(C1=CC=CC=C1)N1CC([C@@H]([C@@H](C1)C)F)=O